4-methylpyridin-2-yl-5-chlorofuran CC1=CC(=NC=C1)C=1OC(=CC1)Cl